BrC1=CC(=NC=C1)C(CC)N1C(C=C(C(=C1)OC)C1=C(C=CC(=C1)Cl)N1N=NN=C1)=O 1-(1-(4-bromopyridin-2-yl)-1-propyl)-4-(5-chloro-2-(1H-tetrazol-1-yl)phenyl)-5-methoxypyridin-2(1H)-one